C(C)(C)(C)OC(=O)N1[C@H](C[C@@H](C1)N1N=C(C=2C1=NC=NC2N)C#CC2=C(C1=C(N(C(=N1)C)CC)C=C2F)F)COC (2R,4S)-4-(4-amino-3-((1-ethyl-4,6-difluoro-2-methyl-1H-benzo[d]imidazol-5-yl)ethynyl)-1H-pyrazolo[3,4-d]pyrimidin-1-yl)-2-(methoxymethyl)pyrrolidine-1-carboxylic acid tert-butyl ester